5-((trimethylsilyl)ethynyl)thiophene-3-carboxylic acid ethyl ester C(C)OC(=O)C1=CSC(=C1)C#C[Si](C)(C)C